C(C1=CC=CC=C1)OC(=O)N[C@H](C(=O)OC(C)(C)C)[C@@H](C(=O)OC)CC 1-(tert-butyl) 4-methyl (2S,3S)-2-(((benzyloxy)carbonyl)amino)-3-ethylsuccinate